1-hexyl alcohol C(CCCCC)O